(+-)-3-diazo-9,10-dimethoxy-1,3,4,6,7,11b-hexahydro-2H-pyrido[2,1-a]isoquinolin-2-one [N+](=[N-])=C1C(C[C@H]2N(CCC3=CC(=C(C=C23)OC)OC)C1)=O |r|